(E)-9-bromo-2-nonenoyl-phenyl-dimethyl-silicon BrCCCCCC/C=C/C(=O)C1=C(C=CC=C1)[Si](C)C